ClC1=CC(=C2C(=N1)ON=C2NS(=O)(=O)C2=C(C=CC=C2OC)OC)OC N-(6-chloro-4-methoxyisoxazolo[5,4-b]pyridin-3-yl)-2,6-dimethoxybenzenesulfonamide